CC(C)(S(=O)NCC1=NC=CC(=C1F)C=1C=CC2=C(C(=CO2)COC2=C(C=CC(=C2)OC)CC(=O)OCC)C1)C ethyl 2-(2-((5-(2-((1,1-dimethylethylsulfinamido)methyl)-3-fluoropyridin-4-yl)benzofuran-3-yl)methoxy)-4-methoxyphenyl)acetate